C(C1=CC=CC=C1)OC(=O)NC(C(=O)N[C@H](C(=O)OC)C[C@H]1C(NCC1)=O)C(C(C)C)(C)C Methyl (2S)-2-(2-(((benzyloxy)carbonyl)amino)-3,3,4-trimethylpentanamido)-3-((S)-2-oxopyrrolidin-3-yl)propanoate